methyl 3-bromo-1-(2-((tert-butoxycarbonyl)amino)-2-methylpropyl)-1H-pyrrole-2-carboxylate BrC1=C(N(C=C1)CC(C)(C)NC(=O)OC(C)(C)C)C(=O)OC